2,6-Dimethoxy-N-(8'-(2-oxopyrrolidin-1-yl)-4'H-spiro[cyclopropane-1,5'-naphtho[2,1-d]isoxazol]-3'-yl)benzenesulfonamide COC1=C(C(=CC=C1)OC)S(=O)(=O)NC1=NOC2=C1CC1(C3=CC=C(C=C32)N3C(CCC3)=O)CC1